(((2,2-dimethyl-4,6-dioxo-1,3-dioxan-5-ylidene) methyl) amino)-2-methoxybenzoate CC1(OC(C(C(O1)=O)=CNC=1C(=C(C(=O)[O-])C=CC1)OC)=O)C